CCCCCCCCCCCCCCCCCCCCCCCCCCCCCCCCCCCCCCCCC n-hentetracontane